Cl.C(C)(C)(C)OC([C@@H](N)CCC(=O)OC(C)(C)C)=O (S)-glutamic acid di-tert-butyl ester HCl salt